ClC1=C(C=C(C=2C3=C(NC12)[C@H](CNC([C@H]3C)=O)CCOC)NCCO)Cl |r| racemic-cis-7,8-dichloro-10-((2-hydroxyethyl)amino)-5-(2-methoxyethyl)-1-methyl-3,4,5,6-tetrahydroazepino[4,5-b]indol-2(1H)-one